C(C)S(=O)(=O)C=1C=C(C=NC1C1=NC=2N(C=C1)N=C(C2)C(F)(F)F)NC(OC(C)(C)C)=O tert-butyl (5-(ethylsulfonyl)-6-(2-(trifluoromethyl)pyrazolo[1,5-a]pyrimidin-5-yl)pyridin-3-yl)carbamate